ClC=1C=2N(C=C(C1)C=1N=C3N(C(C1)=O)C=C(C=C3)N3CCN(CCC3)C)C=C(N2)C 2-(8-chloro-2-methylimidazo[1,2-a]pyridin-6-yl)-7-(4-methyl-1,4-diazacycloheptan-1-yl)-4H-pyrido[1,2-a]pyrimidin-4-one